6-chloro-N-(3-fluoro-2-pyridinyl)-4-iodo-pyridin-3-amine ClC1=CC(=C(C=N1)NC1=NC=CC=C1F)I